(E)-4-((2-methoxyphenyl)diazenyl)naphthalene-1,5-diol COC1=C(C=CC=C1)/N=N/C1=CC=C(C=2C=CC=C(C12)O)O